N-(tert-butoxycarbonyl)aspartic acid C(C)(C)(C)OC(=O)N[C@@H](CC(=O)O)C(=O)O